FC1=CC=C(C=C1)C1=C(C=2N(C(=N1)N)N=C(N2)C[C@@H]2N(CCC2)C)C=2C=CC1=C(N(C=N1)C)C2 |r| (±)-7-(4-fluorophenyl)-8-(1-methyl-1H-benzo[d]imidazol-6-yl)-2-((1-methylpyrrolidin-2-yl)methyl)-[1,2,4]triazolo[1,5-c]pyrimidin-5-amine